2-(4-((piperidin-4-ylmethyl)carbamoyl)phenyl)-1H-benzo[d]imidazole-4-carboxamide N1CCC(CC1)CNC(=O)C1=CC=C(C=C1)C1=NC2=C(N1)C=CC=C2C(=O)N